ClC1=NC2=CC=CC=C2C(=C1[N+](=O)[O-])NCC1=CC(=C(C=C1)CN1CCCC1)C 2-chloro-N-(3-methyl-4-(pyrrolidin-1-ylmethyl)benzyl)-3-nitroquinolin-4-amine